4-[(2-bromo-3-chloro-phenoxy)methyl]-2-methyl-oxazole BrC1=C(OCC=2N=C(OC2)C)C=CC=C1Cl